tert-butyl (R)-3-((tert-butyldimethylsilyl) oxy)-1-carbonyl-8-azaspiro[4.5]decane-8-carboxylate [Si](C)(C)(C(C)(C)C)O[C@H]1CC(C2(C1)CCN(CC2)C(=O)OC(C)(C)C)=C=O